C(C=C)(=O)N1C(CN(CC1)C1=NC=NC2=CC(=C(C=C12)C1CC1)Cl)C(=O)N 1-acryloyl-4-(7-chloro-6-cyclopropylquinazolin-4-yl)piperazine-2-carboxamide